N12CC(C(CC1)CC2)N(C(=O)OC[C@@H]2[C@H]([C@H]([C@@H](O2)N2C(=O)NC(=O)CC2)O)O)[C@H]2C(CC1=CC(=CC=C21)C=2C=C1CCCOC1=CC2)(C)C Dihydrouridine (S)-quinuclidin-3-yl-(5-(chroman-6-yl)-2,2-dimethyl-2,3-dihydro-1H-inden-1-yl)carbamate